ONC(=O)C1=NN(C=2C(N(CCC21)C2=CC=C(C=C2)N2C(CCCC2)=O)=O)C2=CC=C(C=C2)OC N-hydroxy-1-(4-methoxyphenyl)-7-oxo-6-(4-(2-oxo-piperidin-1-yl)phenyl)-4,5,6,7-tetrahydro-1H-pyrazolo[3,4-c]pyridine-3-carboxamide